FC1(CC(C1)(C=1SC=NN1)NC(C(=O)C1=C(C=CC=C1)C=1N2CCCC2=C(C1C)C(=O)NC1=CC(=C(C=C1)F)COC)=O)F 5-(2-((3,3-difluoro-1-(1,3,4-thiadiazol-2-yl)cyclobutyl)amino)-2-oxoacetylPhenyl)-N-(4-fluoro-3-(methoxymethyl)phenyl)-6-methyl-2,3-dihydro-1H-pyrrolizine-7-carboxamide